tert-butyl 3-hydroxy-3-methyl-azetidine-1-carboxylate OC1(CN(C1)C(=O)OC(C)(C)C)C